O=C(C=CC(CC(=O)O)C(=O)O)C(=O)O 5-oxopent-3-ene-1,2,5-tricarboxylic acid